FC1=C(C=CC=C1OC)C=1C=C2CCN(C(C2=CC1)=O)C=1C=CC(=C(C1)NS(=O)(=O)C)OCOCCOC N-(5-(6-(2-fluoro-3-methoxyphenyl)-1-oxo-3,4-dihydroisoquinolin-2(1H)-yl)-2-((2-methoxyethoxy)methoxy)phenyl)methanesulfonamide